O=C1NC(CCC1N1C(C2=C(C=CC(=C2C1=O)F)N1CCN(CC1)CC1CN(C1)C1=C2C[C@H]([C@H](C2=C(C=C1)S(=O)(=O)C)O)F)=O)=O cis-2-(2,6-dioxopiperidin-3-yl)-4-fluoro-7-(4-((1-((1S)-2-fluoro-1-hydroxy-7-(methylsulfonyl)-2,3-dihydro-1H-inden-4-yl)azetidin-3-yl)methyl)piperazin-1-yl)isoindoline-1,3-dione